C1=C(C=CC=2C3=CC=CC=C3NC12)CC(=O)NCC=1C=NC=CC1 2-(9H-carbazol-2-yl)-N-(pyridin-3-ylmethyl)acetamide